NC=1C(=NC2=C(C(=C(C=C2C1NC1C2CN(C1C2)C(=O)OC(C)(C)C)Cl)Br)F)Cl tert-butyl (endo)-5-((3-amino-7-bromo-2,6-dichloro-8-fluoroquinolin-4-yl)amino)-2-azabicyclo[2.1.1]hexane-2-carboxylate